ClC1=CC=2C(C3=CC=CC=C3C2C=C1)(C(=O)N1[C@@H]2CC([C@H]([C@@H]1C(=O)N[C@@H](C[C@H]1C(NCCC1)=O)C#N)CC2)(F)F)O (1S,3R,4S)-2-(2-chloro-9-hydroxy-9H-fluorene-9-carbonyl)-N-((S)-1-cyano-2-((S)-2-oxopiperidin-3-yl)ethyl)-5,5-difluoro-2-azabicyclo[2.2.2]octane-3-carboxamide